C(C)(C)(C)OC(=O)NC[B-](F)(F)F.[K+] potassium [(tert-butyloxycarbonylamino)methyl]trifluoroborate